2-(4-((3'-((4-(Ethoxycarbonyl)thiazol-2-yl)(propyl)amino)-4'-methyl-[1,1'-biphenyl]-4-yl)sulfonyl)piperazin-1-yl)acetic acid C(C)OC(=O)C=1N=C(SC1)N(C=1C=C(C=CC1C)C1=CC=C(C=C1)S(=O)(=O)N1CCN(CC1)CC(=O)O)CCC